1-(2-(7H-pyrrolo[2,3-d]pyrimidine-4-carbonyl)-2-azaspiro[3.3]heptan-6-yl)-1-methyl-3-(3-methyl-5-(trifluoromethyl)phenyl)urea N1=CN=C(C2=C1NC=C2)C(=O)N2CC1(C2)CC(C1)N(C(=O)NC1=CC(=CC(=C1)C(F)(F)F)C)C